N,N'-bis(naphthyl)-N,N'-bis(naphthalen-2-yl)-benzidine C1(=CC=CC2=CC=CC=C12)N(C1=CC=C(C=C1)C1=CC=C(N(C2=CC3=CC=CC=C3C=C2)C2=CC=CC3=CC=CC=C23)C=C1)C1=CC2=CC=CC=C2C=C1